Acetyl-allicin C(C)(=O)C=CCS(SCC=C)=O